tert-butyl (3R,5S)-3-[2-[[6-[(2,5-dichloropyrimidin-4-yl)amino]-1-methyl-3-[2-(methylamino)-2-oxo-ethoxy]-2-oxo-8-quinolyl]oxy]ethoxy]-5-methyl-piperidine-1-carboxylate ClC1=NC=C(C(=N1)NC=1C=C2C=C(C(N(C2=C(C1)OCCO[C@H]1CN(C[C@H](C1)C)C(=O)OC(C)(C)C)C)=O)OCC(=O)NC)Cl